C1(CC1)C=1C=NN2C1N=C(C=C2NCC2=CC(=CC=C2)F)N[C@@H]2CNCCC2 (S)-3-cyclopropyl-N7-(3-fluorobenzyl)-N5-(piperidin-3-yl)pyrazolo[1,5-a]pyrimidine-5,7-diamine